1-methylimidazole-HCl Cl.CN1C=NC=C1